NC1=C2C(=NC(=N1)Cl)N(N=C2)CC=2C=CC(=C(C2)CN(C(OC(C)(C)C)=O)C=2C=NC=C(C2)CO[Si](C)(C)C(C)(C)C)Br tert-butyl N-((5-((4-amino-6-chloro-pyrazolo[3,4-d]pyrimidin-1-yl)methyl)-2-bromo-phenyl)methyl)-N-(5-((tert-butyl(dimethyl)silyl)oxymethyl)-3-pyridinyl)carbamate